1-([1,1'-Biphenyl]-2-yl)-5-methyl-N-(chinolin-2-yl)-1H-1,2,3-triazol-4-carboxamid C1(=C(C=CC=C1)N1N=NC(=C1C)C(=O)NC1=NC2=CC=CC=C2C=C1)C1=CC=CC=C1